OC1C(CS(C2=CC=CC=C12)(=O)=O)C1N2C(C3=CC=CC=C13)=CN=C2 4-hydroxy-3-(5H-imidazo[5,1-a]isoindol-5-yl)thiochromane 1,1-dioxide